F[C@H]1CN(CC1)C1=CC=C(C=N1)C=1SC2=C(C=NC(=C2)N2CCN(C3(CC3)C2)C(=O)OC(C)(C)C)N1 tert-butyl (R)-7-(2-(6-(3-fluoropyrrolidin-1-yl)pyridin-3-yl)thiazolo[4,5-c]pyridin-6-yl)-4,7-diazaspiro[2.5]octane-4-carboxylate